6-(8-azabicyclo[3.2.1]octan-3-yl)-2-(4,4-dimethylcyclohexen-1-yl)pyridin-3-amine, hydrochloride salt Cl.C12CC(CC(CC1)N2)C2=CC=C(C(=N2)C2=CCC(CC2)(C)C)N